4,4'-(4-(2-(7-azabicyclo[2.2.1]heptane-7-yl)acetyl)-3,5-dimethyl-1H-pyrrole-1,2-diyl)dibenzonitrile C12CCC(CC1)N2CC(=O)C=2C(=C(N(C2C)C2=CC=C(C#N)C=C2)C2=CC=C(C#N)C=C2)C